FC1=C(C(=O)OC)C=C(C(=C1)C)C=1C=C(C=2N(C1)N=C(N2)C)N2CCOCC2 methyl 2-fluoro-4-methyl-5-(2-methyl-8-morpholino-[1,2,4]triazolo[1,5-a]pyridin-6-yl)benzoate